Ethyl 2-(3-(1-(tert-butoxy)-2-methyl-1-oxoprop-2-yl) ureido)-5-cyano-4-methylthiophene-3-carboxylate C(C)(C)(C)OC(C(C)(C)NC(NC=1SC(=C(C1C(=O)OCC)C)C#N)=O)=O